6-chloro-N-(5-chloro-4,6-dimethoxy-pyrimidin-2-yl)-1H-indole-3-sulfonamide ClC1=CC=C2C(=CNC2=C1)S(=O)(=O)NC1=NC(=C(C(=N1)OC)Cl)OC